C(C#CC)N1N=C2C(N(C(C=C2N2[C@H](CN([C@@H](C2)C)C(C)C=2C=C3N=CC=NC3=CC2)C)=O)C)=C1 (but-2-yn-1-yl)-7-((2S,5R)-2,5-dimethyl-4-(1-(quinoxalin-6-yl)ethyl)piperazin-1-yl)-4-methyl-2,4-dihydro-5H-pyrazolo[4,3-b]pyridin-5-one